C(C)(=O)C1=NN(C2=CC=C(C=C12)C=1C=NC=2N(C1)N=CC2)CC(=O)N2[C@@H](C[C@H](C2)F)C(=O)NC2=NC(=CC=C2)Br (2S,4R)-1-(2-(3-acetyl-5-(pyrazolo[1,5-a]pyrimidin-6-yl)-1H-indazol-1-yl)acetyl)-N-(6-bromopyridin-2-yl)-4-fluoropyrrolidine-2-carboxamide